(2-pyridyl)thiazole-5-carbaldehyde N1=C(C=CC=C1)C=1SC(=CN1)C=O